5-(4-Methoxyphenyl)-N-(2-methylquinolin-8-yl)isoxazole-3-carboxamide COC1=CC=C(C=C1)C1=CC(=NO1)C(=O)NC=1C=CC=C2C=CC(=NC12)C